FC=1C=C(C=CC1OC)N1C(NC2=C1C=NC=C2)=O 3-(3-fluoro-4-methoxyphenyl)-1H-imidazo[4,5-c]pyridin-2(3H)-one